2'-chloro-3'-fluoro-5'-methoxy-6-methyl-N-(5-(((R)-tetrahydrofuran-3-yl)oxy)-1,3,4-thiadiazol-2-yl)-(4,4'-bipyridine)-3-carboxamide ClC1=NC=C(C(=C1F)C1=C(C=NC(=C1)C)C(=O)NC=1SC(=NN1)O[C@H]1COCC1)OC